4,4,4-Trifluoro-3-hydroxy-N-[(1S)-1-[3-(trifluoromethoxy)phenyl]ethyl]-3-(trifluoromethyl)butanamide FC(C(CC(=O)N[C@@H](C)C1=CC(=CC=C1)OC(F)(F)F)(C(F)(F)F)O)(F)F